3-(4-(7H-pyrrolo[2,3-d]pyrimidin-4-yl)-1H-pyrazol-1-yl)-3-cyclopentyl-propionitrile N1=CN=C(C2=C1NC=C2)C=2C=NN(C2)C(CC#N)C2CCCC2